(R)-N-(2-(1-cyclopropyl-2-hydroxy-2-methylpropyl)-3-oxoisoindolin-4-yl)-6,7-dihydro-5H-cyclopenta[b]pyridine-4-carboxamide C1(CC1)[C@H](C(C)(C)O)N1CC2=CC=CC(=C2C1=O)NC(=O)C1=C2C(=NC=C1)CCC2